CCCCCCCCCCCCCCCCCCCC(=O)OC[C@H](COP(=O)(O)OC[C@@H](C(=O)O)N)OC(=O)CCC/C=C\C/C=C\C/C=C\C/C=C\CCCCC 1-eicosanoyl-2-(5Z,8Z,11Z,14Z-eicosatetraenoyl)-glycero-3-phosphoserine